tert-butyl 5-(3-amino-4-fluorophenyl)-4-chloro-3-(2-ethoxy-2-oxoethoxy)thiophene-2-carboxylate NC=1C=C(C=CC1F)C1=C(C(=C(S1)C(=O)OC(C)(C)C)OCC(=O)OCC)Cl